2-methyl-3-benzyloxypyridine-4-one CC1=NC=CC(C1OCC1=CC=CC=C1)=O